O=C1NC(CCC1C1=NN(C2=CC(=CC=C12)N1CCC(CC1)CC=O)C)=O 2-(1-(3-(2,6-dioxopiperidin-3-yl)-1-methyl-1H-indazol-6-yl)piperidin-4-yl)acetaldehyde